CN1CCC(CC1)C1=CC=2N(C=C1)C(=CN2)C2=CC=C(C=C2)NC(=O)C=2OC(=CC2)[N+](=O)[O-] N-(4-(7-(1-methylpiperidin-4-yl)imidazo[1,2-a]pyridin-3-yl)phenyl)-5-nitrofuran-2-carboxamide